CC(CN1N=C(C(=C1)[N+](=O)[O-])C1=NC=CC=C1)(C)O 2-methyl-1-(4-nitro-3-(pyridin-2-yl)-1H-pyrazol-1-yl)propan-2-ol